3-Indoleacetonitrile N1C=C(C2=CC=CC=C12)CC#N